tert-butyl 3-(4-(3-fluoro-2-(trifluoromethyl)phenyl)piperidine-1-carbonyl)-4,5-dihydro-1H-pyrazolo[3,4-c]pyridine-6(7H)-carboxylate FC=1C(=C(C=CC1)C1CCN(CC1)C(=O)C1=NNC=2CN(CCC21)C(=O)OC(C)(C)C)C(F)(F)F